NC1=NC=C(C(=C1C(=O)N[C@@H]1[C@H](CCC1)OCC1=CC=C(C=C1)Br)OC)C=1C=NN(C1)C 2-amino-N-{(1S,2S)-2-[(4-bromophenyl)methoxy]cyclopentyl}-4-methoxy-5-(1-methyl-1H-pyrazol-4-yl)pyridine-3-carboxamide